BrC1=CC=C(CN(C(CCCCNC(CN2CCN(CCN(CCN(CC2)CC(=O)O)CC(=O)O)CC(=O)O)=O)=O)CCCC[C@H](NC(N[C@@H](CCC(=O)O)C(=O)O)=O)C(=O)O)C=C1 (14S,18S)-9-(4-bromobenzyl)-2,8,16-trioxo-1-(4,7,10-tris(carboxymethyl)-1,4,7,10-tetraazacyclododecane-1-yl)-3,9,15,17-tetraazaeicosane-14,18,20-tricarboxylic acid